(R)-2-((6-methoxypyridin-3-yl)methyl)-6-(phenylsulfonimidoyl)phthalazin-1(2H)-one COC1=CC=C(C=N1)CN1C(C2=CC=C(C=C2C=N1)[S@@](=O)(=N)C1=CC=CC=C1)=O